2-(4-iodo-1H-pyrazol-1-yl)-2-methylpropanenitrile IC=1C=NN(C1)C(C#N)(C)C